(2E)-2-(2-isopropylphenyl)imino-3-[6-[1-[4-(trifluoromethoxy)phenyl]-1,2,4-triazol-3-yl]-2-quinolyl]thiazolidin-4-one C(C)(C)C1=C(C=CC=C1)\N=C/1\SCC(N1C1=NC2=CC=C(C=C2C=C1)C1=NN(C=N1)C1=CC=C(C=C1)OC(F)(F)F)=O